C(N)(=O)C1=C(C=C(C=C1)C1=CC=C(C=C1)C[C@@H](C#N)NC(=O)[C@H]1OCCCNC1)F (2S)-N-[(1S)-2-(4'-Carbamoyl-3'-fluorobiphenyl-4-yl)-1-cyanoethyl]-1,4-oxazepane-2-carboxamide